[35S]cysteine C(C(C(=O)O)N)S